ClC1=CC2=C(N=CN(C2=O)CC)C(=N1)C1=C(C=C(C=C1)Cl)F 6-chloro-8-(4-chloro-2-fluoro-phenyl)-3-ethyl-pyrido[3,4-d]pyrimidin-4-one